ClC=1C=C(C=CC1)C1=NN(C=C1C1=CC=C(C=C1)OC)C1=CC=C(C=C1)OC (3-chlorophenyl)-1,4-bis(4-methoxyphenyl)-1H-pyrazole